N-methyl-N-oleyl-taurine sodium salt [Na+].CN(CCS(=O)(=O)[O-])CCCCCCCC\C=C/CCCCCCCC